3-Aminopropane-1,2-dithiol NCC(CS)S